C(C=C)(=O)NC=1C=CC(=C(C1)NC1=NC=CC(=C1)C1=C(N=C(N1)SC)C=1C=C(C=CC1)NC(C1=C(C=CC=C1)CN1C(C2=CC=CC=C2C1)=O)=O)OC N-(3-(5-(2-((5-acrylamido-2-methoxyphenyl)amino)pyridin-4-yl)-2-(methylthio)-1H-imidazol-4-yl)phenyl)-2-((1-oxoisoindolin-2-yl)methyl)benzamide